(S)-1-(1-(tert-butylsulfonyl)-5,5-dimethylpyrrolidin-3-yl)-8-(2-(hydroxymethyl)thieno[3,2-b]pyridin-7-yl)-1,2,3,4-tetrahydroquinoline-6-carbonitrile C(C)(C)(C)S(=O)(=O)N1C[C@H](CC1(C)C)N1CCCC2=CC(=CC(=C12)C1=C2C(=NC=C1)C=C(S2)CO)C#N